Methyl 3-((imidazo[1,2-a]pyridine-3-carboxamido) methyl)-4-isopropylbenzoate N=1C=C(N2C1C=CC=C2)C(=O)NCC=2C=C(C(=O)OC)C=CC2C(C)C